C(C1=CC=CC=C1)OC1=CC=C(C=C1)NC(=O)C=1C=C(N2CCCCC12)C1=C(C(=O)O)C=CC(=C1)Cl 2-[1-({[4-(Benzyloxy)phenyl]amino}carbonyl)-5,6,7,8-tetrahydroindolizin-3-yl]-4-chlorobenzoic acid